(1,1-dimethoxyethyl)dimethylamine COC(C)(OC)N(C)C